C(C)(C)NC(C)C.[Li] lithium di-iso-propyl-amine